3-(2-(5-(1H-indolbenzylidene)-3-(3-methoxyphenyl)-4-oxothiazolidin-2-ylidene)hydrazono)-5-fluoro-1H-indol-2-one N1C(=CC2=CC=CC=C12)C1=CC=CC=C1C=C1C(N(C(S1)=NN=C1C(NC2=CC=C(C=C12)F)=O)C1=CC(=CC=C1)OC)=O